C1(CC1)C1=CC(=NN1)NC1=NC(=NC=C1)N1C2CCC(C1)(C2)CS(=O)(=O)C N-(5-cyclopropyl-1H-pyrazol-3-yl)-2-[4-(methylsulfonylmethyl)-2-azabicyclo[2.2.1]heptan-2-yl]pyrimidin-4-amine